CNCC(OCCC[Si](OC)(OC)OC)C 3-(N-methyl-2-amino-1-methyl-1-ethoxy)-propyltrimethoxysilane